CN(C(OC(C)(C)C)=O)[C@H]1CNCC1 tert-butyl methyl[(R)-3-pyrrolidinyl]carbamate